OC1=NC2=CC(=CC=C2C=C1C(=O)O)C(C)C 2-hydroxy-7-isopropylquinoline-3-carboxylic acid